(3beta)-3-hydroxyurs-12-en-28-oic acid C[C@@H]1CC[C@@]2(CC[C@@]3(C(=CC[C@H]4[C@]3(CC[C@@H]5[C@@]4(CC[C@@H](C5(C)C)O)C)C)[C@@H]2[C@H]1C)C)C(=O)O